1-(4-(8-((2,5-difluoro-4-((1-methyl-1H-benzo[d][1,2,3]triazol-5-yl)oxy)phenyl)amino)pyrimido[5,4-d]pyrimidin-2-yl)piperazin-1-yl)prop-2-en-1-one FC1=C(C=C(C(=C1)OC1=CC2=C(N(N=N2)C)C=C1)F)NC1=NC=NC2=C1N=C(N=C2)N2CCN(CC2)C(C=C)=O